COC=1C(=C(C(=C(C1)\C=C\C(=O)C1=CC=CC=C1)C1=CC=CC=C1)OC)OC trimethoxyphenyl-chalcone